CS(=O)(=O)N (-)-methanesulfonamide